(R)-N-(2-(4-Cyanothiazolidin-3-yl)-2-oxoethyl)-6-(3-ethyl-3-fluoroazetidin-1-yl)-quinoline-4-carboxamide C(#N)[C@H]1N(CSC1)C(CNC(=O)C1=CC=NC2=CC=C(C=C12)N1CC(C1)(F)CC)=O